C(C1=CC=CC=C1)OCC[C@@H](C(CBr)=O)NC(OC(C)(C)C)=O tert-Butyl (S)-(5-(benzyloxy)-1-bromo-2-oxopentan-3-yl)carbamate